acetyl-L-phenylalanine C(C)(=O)N[C@@H](CC1=CC=CC=C1)C(=O)O